OC=1C=C(C2=CC=CC=C2C1)N1CC=2N=C(N=C(C2CC1)N1CCN(CC1)C(C=C)=O)OC[C@H]1N(CCCC1)C (S)-1-(4-(7-(3-hydroxynaphthalen-1-yl)-2-((1-methylpiperidin-2-yl)methoxy)-5,6,7,8-tetrahydropyrido[3,4-d]pyrimidin-4-yl)piperazin-1-yl)prop-2-en-1-one